OCC1CC(C1)N(CCCCCCCC(=O)N(CCCCCCCCCC)CCCCCCCCCC)CCCCCCCC(=O)N(CCCCCCCCCC)CCCCCCCCCC 8,8'-(((1S,3S)-3-(HYDROXYMETHYL)CYCLOBUTYL)AZANEDIYL)BIS(N,N-DIDECYLOCTANAMIDE)